(2-(((4,4-difluorocyclohexyl)methyl)amino)-7H-pyrrolo[2,3-d]pyrimidin-5-yl)-3,4-dihydrobenzo[f][1,4]oxazepin-5(2H)-one FC1(CCC(CC1)CNC=1N=CC2=C(N1)NC=C2C2OC1=C(C(NC2)=O)C=CC=C1)F